C1=CC(=C(C=C1O)C(=O)CCN)N The molecule is a hydroxykynurenamine where the hydroxy group is located at the 5-position. It has a role as a mouse metabolite. It is a conjugate base of a 5-hydroxykynurenaminium(1+).